1-(2-methoxyphenyl)-3-(5-(4-methoxyphenyl)-1,3,4-thiadiazol-2-yl)urea COC1=C(C=CC=C1)NC(=O)NC=1SC(=NN1)C1=CC=C(C=C1)OC